3-[(1S)-1-imidazo[1,2-a]pyridin-6-ylethyl]-5-(1-methylpyrrolidin-3-yl)triazolo[4,5-b]pyrazine N=1C=CN2C1C=CC(=C2)[C@H](C)N2N=NC1=NC=C(N=C12)C1CN(CC1)C